ClC1=CC(=C(C=C1)B1OC(C(O1)(C)C)(C)C)OC(F)F 2-[4-chloro-2-(difluoromethoxy)phenyl]-4,4,5,5-tetramethyl-1,3,2-dioxaborolane